NC=1C=C(C=CC1N)N1CC(NCC1)=O 4-(3,4-diaminophenyl)piperazin-2-one